2-methyl-L-arginine C[C@](N)(CCCNC(N)=N)C(=O)O